C[C@H]1[C@H](CNC1)NC(OC(C)(C)C)=O tert-Butyl ((3R,4R)-4-methylpyrrolidin-3-yl)carbamate